P(=O)(OCC(COC(CCCCCCCCCCCCCCCCC)=O)OC(CCCCCCCCCCCCCCCCC)=O)(OCC[N+]12CCC(CC1)CC2)[O-] 2,3-Bis(stearoyloxy)propyl (2-(quinuclidin-1-ium-1-yl)ethyl) phosphate